C(CCC)OO 1-butyl hydroperoxide